1-(3-chloro-4-methoxyphenyl)-3-methylbutan-1-ol ClC=1C=C(C=CC1OC)C(CC(C)C)O